FC1([C@H](C[C@H](CC1)[C@H](C(=O)NC1=NC=C(C=C1)OC1=NC=C(C=C1)F)C)C1=CC=[N+](C=C1)[O-])F 4-((1R,5S)-2,2-difluoro-5-((R)-1-((5-((5-fluoro-pyridin-2-yl)-oxy)pyridin-2-yl)amino)-1-oxopropan-2-yl)cyclohexyl)pyridine 1-oxide